1-(4-(7-(2-(2-hydroxypropan-2-yl)pyridin-4-yl)furo[3,2-b]pyridin-2-yl)phenyl)ethan-1-one OC(C)(C)C1=NC=CC(=C1)C1=C2C(=NC=C1)C=C(O2)C2=CC=C(C=C2)C(C)=O